5-acrylamido-N-(1-methylpiperidin-4-yl)-1H-pyrazolo[3,4-b]pyridine-3-carboxamide C(C=C)(=O)NC=1C=C2C(=NC1)NN=C2C(=O)NC2CCN(CC2)C